5-fluoro-4-[4-methyl-5-oxo-3-(prop-2-yl)-4,5-dihydro-1H-1,2,4-triazol-1-yl]-2-{[(2S)-4-methylpentan-2-yl]oxy}-N-(1-methylpiperidin-4-yl)benzamide FC=1C(=CC(=C(C(=O)NC2CCN(CC2)C)C1)O[C@@H](C)CC(C)C)N1N=C(N(C1=O)C)C(C)C